C(C)(C)(C)OC(N(C)C=1C=C(C=C(C1)C=O)C1=C(C=CC=C1C)C)=O.BrC1=CC=C2C(=CC=NC2=C1)O\C(\C(=O)C1CCOCC1)=C\N(C)C (E)-2-((7-bromoquinolin-4-yl)oxy)-3-(dimethylamino)-1-(tetrahydro-2H-pyran-4-yl)prop-2-en-1-one tert-butyl-(5-formyl-2',6'-dimethyl-[1,1'-biphenyl]-3-yl)(methyl)carbamate